C(CCC)NCCCC Di-n-Butylamin